methyl 6-chloro-3-(4-(trifluoromethoxy)phenoxy)pyridazine-4-carboxylate ClC1=CC(=C(N=N1)OC1=CC=C(C=C1)OC(F)(F)F)C(=O)OC